N[C@@H](C(=O)O)CC#C (R)-2-aminopentan-4-ynoic acid